N,4-dimethyl-N-phenyl-benzylamine CN(C1=CC=CC=C1)CC1=CC=C(C=C1)C